2-cyclopropyl-6-[1-(difluoromethyl)pyrazol-4-yl]-4-(p-tolylsulfonyl)morpholine C1(CC1)C1CN(CC(O1)C=1C=NN(C1)C(F)F)S(=O)(=O)C1=CC=C(C=C1)C